4-phenyl-1H-imidazole C1(=CC=CC=C1)C=1N=CNC1